FC1=CC=C(C=C1)N1N=C(C=C1C1=CC(=CC(=C1)CO[C@@H](C(F)(F)F)C)F)NC(=O)[C@@H]1NC(NC1)=O (R)-2-Oxoimidazolidine-4-carboxylic acid {1-(4-fluorophenyl)-5-[3-fluoro-5-((R)-2,2,2-trifluoro-1-methylethoxymethyl)phenyl]-1H-pyrazol-3-yl}amide